((6-bromoquinolin-4-yl)oxy)-5-methoxyaniline BrC=1C=C2C(=CC=NC2=CC1)ONC1=CC=CC(=C1)OC